4-(2-aminoethyl)benzenesulfonyl fluoride, hydrochloride Cl.NCCC1=CC=C(C=C1)S(=O)(=O)F